benzyl (1R,3s,5S)-3-hydroxy-3-(trifluoromethyl)-8-azabicyclo[3.2.1]octane-8-carboxylate OC1(C[C@H]2CC[C@@H](C1)N2C(=O)OCC2=CC=CC=C2)C(F)(F)F